2-[bis(3-chloro-4-fluorophenyl)methyl]-4-pyrrolidin-3-ylsulfonyl-1H-imidazole ClC=1C=C(C=CC1F)C(C=1NC=C(N1)S(=O)(=O)C1CNCC1)C1=CC(=C(C=C1)F)Cl